3-(2-(4-(2-chloro-6-methylphenyl)piperazin-1-yl)-2-oxoethyl)-5-methyl-1H-indole-2-carboxylic acid ClC1=C(C(=CC=C1)C)N1CCN(CC1)C(CC1=C(NC2=CC=C(C=C12)C)C(=O)O)=O